1,3-diisocyanato-4-methyl-cyclohexane N(=C=O)C1CC(C(CC1)C)N=C=O